4-(3-fluoro-4-methyl-2-(2-(methylsulfonylamino)-2-oxoethoxy)benzyl)piperazine-1-carboxylic acid 1,1,1,3,3,3-hexafluoropropan-2-yl ester FC(C(C(F)(F)F)OC(=O)N1CCN(CC1)CC1=C(C(=C(C=C1)C)F)OCC(=O)NS(=O)(=O)C)(F)F